2'-O-propyl-cytidine C(CC)O[C@H]1[C@@H](O[C@@H]([C@H]1O)CO)N1C(=O)N=C(N)C=C1